N-(tetrahydrofuran-3-yl)piperidine-3-carboxamide O1CC(CC1)NC(=O)C1CNCCC1